N-[4-(2-benzyloxy-6-chloro-4-pyridinyl)-2-pyridinyl]Acetamide C(C1=CC=CC=C1)OC1=NC(=CC(=C1)C1=CC(=NC=C1)NC(C)=O)Cl